FC1=C(C(=CC=C1)F)N1C(NC(C2=C1C=CS2)=O)=S (2,6-difluorophenyl)-2-thioxo-(1H)-thieno[3,2-d]pyrimidin-4-one